FC1=C(C=C(C=C1)C1=NC=CC=C1C=1C=CC=2N(C1)C(=NC2)C(=O)NCCN2CCOCC2)C 6-(2-(4-Fluoro-3-methylphenyl)pyridin-3-yl)-N-(2-morpholinoethyl)imidazo[1,5-a]pyridin-3-carboxamid